FC(C(CCCS(=O)(=O)O)C)(F)F.C(C)(C)(C)C=1C=C(C=CC1)C1CC2(C1)CCN(CC2)C(=O)C2CC(C2)(C)O (2-(3-(tert-butyl)phenyl)-7-azaspiro[3.5]non-7-yl)((1s,3s)-3-hydroxy-3-methylcyclobutyl)methanone 4,4,4-trifluoro-3-methylbutyl-methanesulfonate